1-((5-(4-fluorophenyl)-1,2,4-oxadiazol-3-yl)methyl)-N-(3-(trifluoromethyl)phenyl)piperidine-4-carboxamide FC1=CC=C(C=C1)C1=NC(=NO1)CN1CCC(CC1)C(=O)NC1=CC(=CC=C1)C(F)(F)F